(S)-1-(3-(8-amino-1-((2,6-dimethoxypyridin-4-yl)ethynyl)-5-(trifluoromethoxy)imidazo[1,5-a]pyrazin-3-yl)pyrrolidin-1-yl)prop-2-en-1-one NC=1C=2N(C(=CN1)OC(F)(F)F)C(=NC2C#CC2=CC(=NC(=C2)OC)OC)[C@@H]2CN(CC2)C(C=C)=O